CC1=NC(=CC=C1NC(=O)C1C(CCCC1)C(=O)O)C1=C(C(=NO1)C)NS(=O)(=O)CCC1=CC=CC=C1 2-((2-methyl-6-(3-methyl-4-((2-phenylethyl)sulfonamido)isoxazol-5-yl)pyridin-3-yl)carbamoyl)cyclohexane-1-carboxylic acid